Methyl 2-(5-methoxy-2-oxo-1H-1,6-naphthyridin-3-yl)acetate COC1=C2C=C(C(NC2=CC=N1)=O)CC(=O)OC